C1=NC=NC2=C1C1=CC3=CC=CC=C3C=C1C=C2 Anthrapyrimidin